CC1=CC=C(C=C1)S(=O)(=O)OCC1=CC(=NC=C1)C (2-methylpyridin-4-yl)methyl 4-methylbenzenesulfonate